zirconium tetra(linoleate) C(CCCCCCC\C=C/C\C=C/CCCCC)(=O)[O-].C(CCCCCCC\C=C/C\C=C/CCCCC)(=O)[O-].C(CCCCCCC\C=C/C\C=C/CCCCC)(=O)[O-].C(CCCCCCC\C=C/C\C=C/CCCCC)(=O)[O-].[Zr+4]